OC(=O)C(O)C(O)C(=O)O.N1=CC=CC(=C1)C1N(C)CCC1 Nicotine (bitartrate)